BrC1=C(C(=CC(=C1)C(C)(C)C)[N+](=O)[O-])C 1-bromo-5-(tert-butyl)-2-methyl-3-nitrobenzene